C(C=C)(=O)OC1=C(C=C(C=C1C1=C(C(=CC(=C1)C)C(C)(C)C)O)C)C(C)(C)C 2-tertiary butyl-6-(3-tertiary butyl-5-methyl-2-hydroxyphenyl)-4-methylphenyl acrylate